O(C=1C(C(=C(N(C1)CCCCCCCCCCCCCCCC)C#N)O)=O)C=1C(C(=C(N(C1)CCCCCCCCCCCCCCCC)C#N)O)=O 5,5'-oxybis(N-hexadecyl-2-cyano-3-hydroxypyridin-4-one)